1,1-dioxo-1,2,6-thiadiazinane O=S1(NCCCN1)=O